C(CCCCCCCCC)OC(CCCCC[Mg]I)OCCCCCCCCCC 6,6-didecyloxyhexylmagnesium iodide